tert-butyl 8-(6-(7-((4-methyl-3-(methylsulfonyl)benzamido)methyl)-1,6-naphthyridin-2-yl)pyridin-2-yl)-5-oxa-2,8-diazaspiro[3.5]nonane-2-carboxylate CC1=C(C=C(C(=O)NCC2=NC=C3C=CC(=NC3=C2)C2=CC=CC(=N2)N2CCOC3(CN(C3)C(=O)OC(C)(C)C)C2)C=C1)S(=O)(=O)C